OC[C@H](NC1(CCC1)C)C1=CC(=C2CN(C(C2=C1)=O)C1=CC(=CC=C1)C1(CCC1)C1=NN=CN1C)C(F)(F)F (R)-6-(2-hydroxy-1-((1-methylcyclobutyl)amino)ethyl)-2-(3-(1-(4-methyl-4H-1,2,4-triazol-3-yl)cyclobutyl)phenyl)-4-(trifluoro-methyl)isoindolin-1-one